FC(C)(F)C1=CC=C2C(OC(C2=C1)=CC=1C=CC(=C(C(=O)N2CCN(CC2)C2=NC=C(C#N)C=C2)C1)F)=O 6-(4-(5-((6-(1,1-Difluoroethyl)-3-oxoisobenzofuran-1(3H)-ylidene)methyl)-2-fluorobenzoyl)piperazin-1-yl)nicotinonitrile